OC(CS(=O)(=O)O)COC(C=C)=O 2-hydroxy-3-(2-propenoyloxy)propanesulfonic acid